C(\C=C\C)(=O)N[C@@H](CC1=CC=CC=C1)C(=O)OC Methyl (E)-but-2-enoyl-L-phenylalaninate